6-(aminomethyl)-2-(3-(3-((4-methyl-4H-1,2,4-triazol-3-yl)methyl)oxetan-3-yl)phenyl)-4-(trifluoromethyl)isoindolin-1-one formate C(=O)O.NCC1=CC(=C2CN(C(C2=C1)=O)C1=CC(=CC=C1)C1(COC1)CC1=NN=CN1C)C(F)(F)F